tert-Butyl (2R,3R)-2-[[tert-butyl(diphenyl)silyl]oxymethyl]-3-(cyclopropylmethyl)-5-hydroxy-pyrrolidine-1-carboxylate [Si](C1=CC=CC=C1)(C1=CC=CC=C1)(C(C)(C)C)OC[C@@H]1N(C(C[C@H]1CC1CC1)O)C(=O)OC(C)(C)C